O[C@H](C)C1=NC=2C(=C3C(=NC2)NC=C3)N1N1CCC3(CC3C#N)CC1 6-(2-((R)-1-hydroxyethyl)imidazo[4,5-d]pyrrolo[2,3-b]pyridin-1(6H)-yl)-6-azaspiro[2.5]octane-1-carbonitrile